ClC1=C(C=CC(=C1)Cl)C=1N=C(SC1)NC(C(C)C1=CC=C(C=C1)CC(C)C)=O N-(4-(2,4-dichlorophenyl)thiazol-2-yl)-2-(4-isobutylphenyl)propionamide